C12C(C3C1C(=O)OC3=O)C(=O)OC2=O 1,2,3,4-Cyclobutanetetracarboxylic dianhydride